C(CCCCCCCCCCC)OC(CCNCCNCCN)=O N-[2-[(2-aminoethyl)amino]ethyl]-beta-alanine dodecyl ester